ClC=1N=C(NC1[C@H]1[C@H](CN(CC1)S(=O)(=O)CCC=1N=NN(N1)CC1=CC=C(C=C1)OC)C)C1=NC=C(C=C1)F 2-[4-Chloro-5-[(3R,4R)-1-[2-[2-[(4-methoxyphenyl)methyl]tetrazol-5-yl]ethylsulfonyl]-3-methyl-4-piperidyl]-1H-imidazol-2-yl]-5-fluoro-pyridine